(R)-5-(3-((1-(2-hydroxyethyl)piperidin-3-yl)amino)-5-methyl-1,2,4-triazine-6-yl)benzothiophene-4-ol OCCN1C[C@@H](CCC1)NC=1N=NC(=C(N1)C)C1=CC=C2C(C=CS2)=C1O